NC=1C(NC(N(C1N)C)=O)=O 5,6-diamino-1-methyluracil